C(C)(C)C1=C(NC2=CC=C(C=C12)OC1CCNCC1)C=1C(=C(C=2N(C1)C=NN2)C)C 6-(3-isopropyl-5-(piperidin-4-yloxy)-1H-indol-2-yl)-7,8-dimethyl-[1,2,4]triazolo[4,3-a]pyridine